1-(4'-ethoxy-3-fluoro-[1,1'-biphenyl]-4-yl)ethan-1-one C(C)OC1=CC=C(C=C1)C1=CC(=C(C=C1)C(C)=O)F